1-benzyl-3-(3,5-dichlorophenoxy)-1H-pyrrole-2,5-dione C(C1=CC=CC=C1)N1C(C(=CC1=O)OC1=CC(=CC(=C1)Cl)Cl)=O